FC(CN1N=CC=2C1=NC(=CN2)N2CCC(CC2)COC=2C=NC(=CC2)C(F)(F)F)F 1-(2,2-Difluoroethyl)-6-(4-(((6-(trifluoromethyl)pyridin-3-yl)oxy)methyl)piperidin-1-yl)-1H-pyrazolo[3,4-b]pyrazine